C(C)(=O)N1CCC(CC1)C1=CC2=C(N(C(N2C2CCN(CC2)C)=O)CC2=C(C=C(C=C2)C=2OC(=NN2)C(F)F)F)C=C1 5-(1-Acetylpiperidin-4-yl)-1-(4-(5-(difluoromethyl)-1,3,4-oxadiazol-2-yl)-2-fluorobenzyl)-3-(1-methylpiperidin-4-yl)-1,3-dihydro-2H-benzo[d]imidazol-2-one